ClC1=CC=C(C=C1)C=1NC=NN1 5-(4-chlorophenyl)-4H-1,2,4-triazole